N-((1-(2-Fluoro-3-methylbenzyl)cyclobutyl)methyl)-1-methyl-5-oxo-4,5-dihydro-1H-1,2,4-triazole-3-carboxamide FC1=C(CC2(CCC2)CNC(=O)C2=NN(C(N2)=O)C)C=CC=C1C